7-(5-(5-(1-(2,2-difluoroethyl)piperidin-4-yl)-1,3,4-thiadiazol-2-yl)-4-(isopropylamino)pyridin-2-yl)pyrrolo[1,2-b]pyridazine-3-carbonitrile FC(CN1CCC(CC1)C1=NN=C(S1)C=1C(=CC(=NC1)C1=CC=C2N1N=CC(=C2)C#N)NC(C)C)F